O=C1C=C(CCC1)C(=O)[O-].[Na+] sodium 3-oxocyclohex-1-ene-1-carboxylate